OC1=C(C=C(C=C1Cl)CC1=CC(=C(C(=C1)Cl)O)Cl)Cl bis-(4-hydroxy-3,5-dichlorophenyl)methane